FC1=CC=C2N3N=CC4=C(N=C(CC5OCCN(CCOC2=C1)C5)N=C34)O 5-fluoro-8,14-dioxa-1,11,18,22,24-pentazapentacyclo[15.5.2.111,15.02,7.020,23]pentacosa-2,4,6,17,19,21,23-heptaen-19-ol